N-(3,4-dichlorophenyl)-6,7,8,9-tetrahydro-5H-5,8-epiminobenzo[7]annulene-10-carboxamide ClC=1C=C(C=CC1Cl)NC(=O)N1C2CCC1CC1=C2C=CC=C1